COC(C(C)(C)SC=1N=C(C2=C(N1)CCS2)NC2=CC=C(C1=CC=CC=C21)C2CC2)=O 2-((4-((4-Cyclopropylnaphthalen-1-yl)amino)-6,7-dihydrothieno[3,2-d]Pyrimidin-2-yl)thio)-2-methylpropanoic acid methyl ester